C(C)OC(N(CCNC)C)=O N-methyl-N-[2-(methylamino)ethyl]carbamic acid ethyl ester